[(S)-16-(2-Trimethylsilanyl-ethoxymethyl)-16,18-diaza-tricyclo[13.2.1.02,7]octadeca-1(17),2,4,6,15(18)-pentaen-14-yl]-carbamic acid tert-butyl ester C(C)(C)(C)OC(N[C@H]1CCCCCCC2=CC=CC=C2C2=CN(C1=N2)COCC[Si](C)(C)C)=O